2-((4-(cyclohexylamino)-1H-pyrrolo[2,3-b]pyridin-5-yl)ethynyl)nicotinonitrile C1(CCCCC1)NC1=C2C(=NC=C1C#CC1=C(C#N)C=CC=N1)NC=C2